ClCCCCC1=CN(C2=CC=C(C=C12)C#N)CCC 3-(4-chlorobutyl)-5-cyano-N-propylindole